COCCOC1=CC(=NC(=C1)[C@@]1(COCC1)OC)N1N=C(C=2C=NC(=CC21)NC(=O)N)C (S)-1-(1-(4-(2-Methoxyethoxy)-6-(3-methoxytetrahydrofuran-3-yl)pyridine-2-yl)-3-methyl-1H-pyrazolo[4,3-c]pyridine-6-yl)urea